5-ethynyl-6-fluoro-4-(8-fluoro-4-(methyl(((S)-piperidin-2-yl)methyl)amino)-2-(8-methyl-3,8-diazabicyclo[3.2.1]octan-3-yl)pyrido[4,3-d]pyrimidin-7-yl)naphthalen-2-ol C(#C)C1=C2C(=CC(=CC2=CC=C1F)O)C1=C(C=2N=C(N=C(C2C=N1)N(C[C@H]1NCCCC1)C)N1CC2CCC(C1)N2C)F